C1(CC1)COC1=C2C(=NC=C1)N(C(=C2C(=O)N)NC2=C(C=C(C=C2)I)F)C (cyclopropylmethoxy)-2-((2-fluoro-4-iodophenyl)amino)-1-methyl-1H-pyrrolo[2,3-b]pyridine-3-carboxamide